C(C)(C)(C)OC(=O)N1C(C(NCC1)=O)C1=CC(=C(C=C1)N)C (4-amino-3-methyl-phenyl)-3-oxo-piperazine-1-carboxylic acid tert-butyl ester